BrC=1C=C2C(=CNC2=CC1)/C(/C#N)=C/C=1C=NC=CC1SC1=CC=CC=C1 (Z)-2-(5-bromo-1H-indol-3-yl)-3-(4-(phenylsulfanyl)pyridin-3-yl)-acrylonitrile